C(C1=CC=CC=C1)N1S(C2=C(C3=C1C=C(C=C3)OC(F)(F)F)C=C(C(=C2)OC)OC)(=O)=O 6-benzyl-2,3-dimethoxy-8-(trifluoromethoxy)-6H-dibenzo[c,e][1,2]thiazine 5,5-dioxide